C(C=C)(=O)OCCCCOC1=CC=C(C(=O)OC2=C(C=C(C=C2)OC(C2=CC=C(C=C2)OCCCCOC(C=C)=O)=O)C)C=C1 1,4-bis[4-(4-acryloxybutoxy)benzoyloxy]-2-methylbenzene